C(C)(C)(C)OC(=O)N(C1=C(C=C(C=C1)/C=C/C(=O)OCC)Cl)C(=O)OC(C)(C)C ethyl (E)-3-(4-(di-(tert-butoxycarbonyl)amino)-3-chlorophenyl)acrylate